N-(1,1-bis(4-hydroxyphenyl)ethyl)-2-oxo-6-(trifluoromethyl)-1,2-dihydropyridine-3-carboxamide OC1=CC=C(C=C1)C(C)(C1=CC=C(C=C1)O)NC(=O)C=1C(NC(=CC1)C(F)(F)F)=O